FC1=CC=C(C=C1)N1C(=CC2=C(C=CC=C12)NC(OC(C)(C)C)=O)C(C)C tert-butyl (1-(4-fluorophenyl)-2-isopropyl-1H-indol-4-yl)carbamate